12-(1H-imidazol-5-yl)-5-methanesulfonyl-11-[3-(trifluoromethyl)-1H-1,2,4-triazol-5-yl]-1,5,8,10-tetraazatricyclo[7.3.0.03,7]dodeca-2,7,9,11-tetraene N1C=NC=C1C1=C(N=C2N=C3CN(CC3=CN12)S(=O)(=O)C)C1=NC(=NN1)C(F)(F)F